FC1=C(OC2=C(N=NN2)C(=O)O)C=CC(=C1)C#CC1=CC=CC=C1 5-(2-fluoro-4-(2-phenylethynyl)phenoxy)-1H-1,2,3-triazole-4-carboxylic acid